Cl.Cl.Cl.C1(=CC=CC=C1)C1=NN=C(S1)CN (5-phenyl-1,3,4-thiadiazol-2-yl)methanamine trihydrochloride